(S)-6-fluoro-7-hydroxy-2-methyl-2-(trifluoromethyl)-2,3-dihydroimidazo[1,2-a]pyrimidin-5(1H)-one FC1=C(N=C2N(C1=O)C[C@](N2)(C(F)(F)F)C)O